ethyl-vinylether C(C)OC=C